N1=CC(=CC=C1)B1OC(C)(C)C(C)(C)O1 Pyridin-3-yl-boronic acid pinacol ester